4-((2r,4r)-4-(cyclopropylmethoxy)-1-(4-methyl-6,7,8,9-tetrahydro-3H-benzo[e]indol-9-yl)piperidin-2-yl)benzoic acid C1(CC1)CO[C@H]1C[C@@H](N(CC1)C1CCCC2=C1C=1C=CNC1C(=C2)C)C2=CC=C(C(=O)O)C=C2